N[C@H]1CS(C2=C(N(C1=O)CC1=CC=C(C=C1)Cl)C=C(C(=C2)F)C=2OC(=NN2)NCC(C)(F)F)(=O)=O (3R)-3-amino-5-[(4-chlorophenyl)methyl]-7-[5-(2,2-difluoropropylamino)-1,3,4-oxadiazol-2-yl]-8-fluoro-1,1-dioxo-2,3-dihydro-1λ6,5-benzothiazepin-4-one